C(CCCCC)[Si](C=1C=C(C(=C(C1)O)C1CCCC1)O)(C)C 5-(hexyldimethylsilyl)-2-cyclopentylbenzene-1,3-diol